S1NC=CC=C1 2-azathiopyran